2-[tert-butoxycarbonyl-[2-[2-[tert-butoxycarbonyl(2-methoxyethyl)amino]acetyl]oxyethyl]amino]acetic acid C(C)(C)(C)OC(=O)N(CC(=O)O)CCOC(CN(CCOC)C(=O)OC(C)(C)C)=O